O=C1N(C(CC1)=O)OC(CCOCCOCCOCCOCCOCCC(=O)ON1C(CCC1=O)=O)=O 4,7,10,13,16-pentaoxa-nonadecanedioic acid bis(2,5-dioxopyrrolidin-1-yl) ester